3-chloro-N-(1-(5-(6-ethoxy-1H-pyrazolo[3',4':3,4]pyrazolo[1,5-a]pyridin-4-yl)pyridin-2-yl)-4-(hydroxymethyl)piperidin-4-yl)picolinamide ClC=1C(=NC=CC1)C(=O)NC1(CCN(CC1)C1=NC=C(C=C1)C=1C=2N(C=C(C1)OCC)N=C1C2C=NN1)CO